2,2-Difluoro-1-(4-fluoro-2-methoxyphenyl)propan-1-ol FC(C(O)C1=C(C=C(C=C1)F)OC)(C)F